C(=O)(O)COC=CC=1C(NC(N([C@H]2[C@H](O)[C@H](O)[C@@H](CO)O2)C1)=O)=O 5-(2-carboxymethyloxyvinyl)uridine